C(N)(OCCC(C(C1=CC=CC=C1)C1=CC=CC=C1)=O)=O (diphenylacetyl)-ethyl carbamate